ClC=1N=C(C(=NC1)C)N1CCN(CC1)C(C)C1=CC=CC=C1 5-Chloro-2-methyl-3-[4-(1-phenylethyl)piperazin-1-yl]pyrazine